OC=1C=C(C=C(C1)O)C(C(CC)C=1C=C(C=C(C1)O)O)CC 5-[4-(3,5-Dihydroxyphenyl)hexan-3-yl]benzene-1,3-diol